tert-butyl (5-bromo-2-(hydroxymethyl)phenyl)carbamate BrC=1C=CC(=C(C1)NC(OC(C)(C)C)=O)CO